[[[1-[2-hydroxy-4-(trifluoromethyl)phenyl]pyrido[3,4-d]pyridazin-4-yl]amino]methyl]-2-azabicyclo[2.2.1]heptan-3-one OC1=C(C=CC(=C1)C(F)(F)F)C1=C2C(=C(N=N1)NCC13NC(C(CC1)C3)=O)C=NC=C2